ClC=1C(=C(C=2C(=C(SN2)N2CCN(CC2)C(C=C)=O)C1)F)C1=C(C(=CC(=C1)O)F)F 1-(4-(5-chloro-6-(2,3-difluoro-5-hydroxyphenyl)-7-fluoro-2,1-benzothiazol-3-yl)-1-piperazinyl)-2-propen-1-one